ClP1OC(C(S1)C)C 2-chloro-4,5-dimethyl-1,3,2-oxathiaphospholane